(4-(4-fluoro-3-((1-methyl-1H-indazol-6-yl) methoxy) phenyl) piperidin-1-yl) methyl-1-(oxetan-2-ylmethyl)-1H-benzo[d]imidazole-6-carboxylate CC1=NC2=C(N1CC1OCC1)C=C(C=C2)C(=O)ON2CCC(CC2)C2=CC(=C(C=C2)F)OCC2=CC=C1C=NN(C1=C2)C